ClC=1N=CC=2C(N1)=C(N(N2)COCC[Si](C)(C)C)C 5-chloro-3-methyl-2-((2-(trimethylsilyl)ethoxy)methyl)-2H-pyrazolo[4,3-d]pyrimidine